1-(5-Fluoropentyl)-N-(naphthalen-2-yl)-1H-indole-3-carboxamide FCCCCCN1C=C(C2=CC=CC=C12)C(=O)NC1=CC2=CC=CC=C2C=C1